(E)-3,7-Dimethyl-2,6-octadienyl 3-methylbutanoate CC(CC(=O)OC\C=C(\CCC=C(C)C)/C)C